C(#N)C1=C(N=C2N(C1=O)C=C(C=C2[C@@H](C)NC2=C(C(=O)O)C=CC=C2)C)N2CCN(CC2)C2=CC=CC=C2 (R)-2-((1-(3-cyano-7-methyl-4-oxo-2-(4-phenylpiperazin-1-yl)-4H-pyrido[1,2-a]pyrimidin-9-yl)ethyl)amino)benzoic acid